3-[[5-methoxy-6-(4-methylpiperazin-1-yl)-3-pyridinyl]amino]-5-(methylamino)-6-(3-methylimidazo[4,5-c]pyridin-7-yl)pyrazine-2-carboxamide COC=1C=C(C=NC1N1CCN(CC1)C)NC=1C(=NC(=C(N1)NC)C=1C2=C(C=NC1)N(C=N2)C)C(=O)N